6-isopropyl-9-methoxy-5-methyl-6H-pyrido[4,3-b]carbazole C(C)(C)N1C=2C=CC(=CC2C=2C=C3C(=C(C12)C)C=CN=C3)OC